4-[(3-methanesulfonylpyridin-2-yl)amino]-N-(2H3)methylpyridazine-3-carboxamide CS(=O)(=O)C=1C(=NC=CC1)NC1=C(N=NC=C1)C(=O)NC([2H])([2H])[2H]